4-(5-(4-(4-Isopropylpiperazin-1-yl)phenyl)-8-methoxy-2,3-dihydrobenzo[b]oxepin-4-yl)phenol C(C)(C)N1CCN(CC1)C1=CC=C(C=C1)C=1C2=C(OCCC1C1=CC=C(C=C1)O)C=C(C=C2)OC